(R)-N-((S)-1'-(6-((6-aminopyridin-3-yl)oxy)-1,2,4-triazin-3-yl)-1,3-dihydrospiro[inden-2,4'-piperidin]-1-yl)-2-methylpropan-2-sulfinamide NC1=CC=C(C=N1)OC1=CN=C(N=N1)N1CCC2(CC1)[C@@H](C1=CC=CC=C1C2)N[S@](=O)C(C)(C)C